C(C)(C)(C)OC(=O)N1CCC(=CC1)C=1C(=C2C(C=C(NC2=CC1F)C1=C(C=CC(=C1)C#N)Cl)=O)F 4-(2-(2-chloro-5-cyanophenyl)-5,7-difluoro-4-oxo-1,4-dihydro-quinolin-6-yl)-3,6-dihydropyridine-1(2H)-carboxylic acid tert-butyl ester